CN(C(C(CCC)CCC)=O)C N,N-dimethyl-valproamide